ClC=1C=C2C=CNC2=CC1Cl 5,6-dichloro-1H-indol